FC(C1(CC1)C1=CC=C(C=C1)CC(=O)OCC)F ethyl 2-(4-(1-(difluoromethyl)cyclopropyl)phenyl)acetate